2-(4-(4-(2,6-Dioxopiperidin-3-yl)phenyl)piperazin-1-yl)acetaldehyde O=C1NC(CCC1C1=CC=C(C=C1)N1CCN(CC1)CC=O)=O